3,5-diamino-2,4,6-trimethyl-benzenesulfonic acid NC=1C(=C(C(=C(C1C)N)C)S(=O)(=O)O)C